2,3-diisopropylnaphthalene C(C)(C)C1=CC2=CC=CC=C2C=C1C(C)C